2-(4-fluorophenyl)-5-hydroxy-5-(trifluoromethyl)-4,5-dihydrofuran-3-carbonitrile FC1=CC=C(C=C1)C=1OC(CC1C#N)(C(F)(F)F)O